ClC1=C(C=CC=C1)C(C(=O)NC(NC)=O)C=1N=NC=C(C1)C(F)(F)F 2-(2-chlorophenyl)-N-(methylcarbamoyl)-2-(5-(trifluoromethyl)pyridazin-3-yl)acetamide